tetrafluorooctyne FC(C(C#CF)(F)F)CCCC